14-hydroxy-10,13-dimethyl-3-(4-methylpiperazine-1-carboxamido)-17-(2-oxo-2H-pyran-5-yl)hexadecahydro-1H-cyclopenta[a]phenanthren-16-yl acetate C(C)(=O)OC1CC2(C3CCC4CC(CCC4(C3CCC2(C1C=1C=CC(OC1)=O)C)C)NC(=O)N1CCN(CC1)C)O